(R)-4-((3S,5S,8R,9S,10S,13R,14S,17R)-3-ethyl-3-hydroxy-10,13-dimethylhexadecahydro-1H-cyclopenta[a]phenanthren-17-yl)pentanal C(C)[C@@]1(CC[C@@]2([C@H]3CC[C@@]4([C@H](CC[C@H]4[C@@H]3CC[C@H]2C1)[C@@H](CCC=O)C)C)C)O